COC1CCN(CC1)C1=C(C=C2C(=N1)N=C(O2)N2CCOCC2)C(=O)NC2=NC(=CC=C2)C=2C=NN(C2)C (4-Methoxypiperidin-1-yl)-N-(6-(1-methyl-1H-pyrazol-4-yl)pyridin-2-yl)-2-morpholinooxazolo[4,5-b]pyridine-6-carboxamide